ClC=1C(=C(C(=C(C1)[C@H](C)NN)OCC)[C@H]1CC(NC1)=O)F (R)-4-(3-chloro-6-ethoxy-2-fluoro-5-((S)-1-hydrazinoethyl)phenyl)pyrrolidin-2-one